NCC=CCC1=CC=C(C=C1)\C\1=N/C(C=2N(C3=C1C(=C(S3)C)C)C(=NN2)C)CC(=O)OC(C)(C)C tert-butyl (E)-2-(4-(4-(4-aminobut-2-en-1-yl)phenyl)-2,3,9-trimethyl-6H-thieno[3,2-f][1,2,4]triazolo[4,3-a][1,4]diazepin-6-yl)acetate